(S)-1-(4-bromobenzyl)-N-(3-(3-bromophenyl)-1-(methylamino)-1-oxopropan-2-yl)-3-(m-tolyl)-1H-pyrazole-5-carboxamide BrC1=CC=C(CN2N=C(C=C2C(=O)N[C@H](C(=O)NC)CC2=CC(=CC=C2)Br)C=2C=C(C=CC2)C)C=C1